FC=1C(=CC(=C(N)C1)OC)S(=O)(=O)C 5-fluoro-2-methoxy-4-(methylsulfonyl)aniline